CC1=NC=CC=C1C1=CC=CC=C1 2-methyl-3-Phenylpyridine